methyl-1-N-methylpyrazole-3-carboxamide CC=1C(=NN(C1)C)C(=O)N